BrC=1C=C(C=C(C1)Cl)C1(CC1)N 1-(3-bromo-5-chloro-phenyl)cyclopropanamine